1-(3-hydroxybenzyl)-5-(2-(methylsulfonyl)-6-(trifluoromethyl)pyrimidin-4-yl)pyridin-2(1H)-one OC=1C=C(CN2C(C=CC(=C2)C2=NC(=NC(=C2)C(F)(F)F)S(=O)(=O)C)=O)C=CC1